(S)-2-((((9H-fluoren-9-yl)methoxy)carbonyl)amino)-3-(4-(1-(2-methoxyethyl)-1H-pyrazol-4-yl)phenyl)propanoic acid C1=CC=CC=2C3=CC=CC=C3C(C12)COC(=O)N[C@H](C(=O)O)CC1=CC=C(C=C1)C=1C=NN(C1)CCOC